C(C1CO1)OCCCCOCC1CO1 1,4-bis(epoxypropoxy)butane